BrC=1C=C(C=CC1)N1N=NC(=C1)[C@@]1(C(N(CC1)C)=O)O (S)-3-(1-(3-bromophenyl)-1H-1,2,3-triazol-4-yl)-3-hydroxy-1-methylpyrrolidin-2-one